3-[4-(5-bromo-4-methyl-pyrimidin-2-yl)-5-cyclopropyl-isoxazol-3-yl]-1-tert-butyl-pyrazolo[3,4-d]pyrimidin-4-amine BrC=1C(=NC(=NC1)C=1C(=NOC1C1CC1)C1=NN(C2=NC=NC(=C21)N)C(C)(C)C)C